8-(hydroxyl)adenine OC1=NC2=NC=NC(=C2N1)N